(R)-4-(2-(4-(2-acetyl-5-chlorophenyl)-5-methoxy-2-oxopyridin-1(2H)-yl)-3-cyclobutylpropionylamino)benzoic acid C(C)(=O)C1=C(C=C(C=C1)Cl)C1=CC(N(C=C1OC)[C@@H](C(=O)NC1=CC=C(C(=O)O)C=C1)CC1CCC1)=O